(R)-N-(2,3-dichloro-4-(N-(1-(piperidin-4-yl)ethyl)sulfamoyl)phenyl)-2-methylbenzamide hydrochloride Cl.ClC1=C(C=CC(=C1Cl)S(N[C@H](C)C1CCNCC1)(=O)=O)NC(C1=C(C=CC=C1)C)=O